6-(4-(1-((1S,2S)-2-fluorocyclohexyl)-1H-tetrazol-5-yl)butoxy)-3,4-dihydroquinolin-2(1H)-one F[C@@H]1[C@H](CCCC1)N1N=NN=C1CCCCOC=1C=C2CCC(NC2=CC1)=O